1-chloro-3,3-dipropyl-1,3-disilacyclobutane Cl[SiH]1C[Si](C1)(CCC)CCC